C(C)N1N=C(C(=C1)F)[S@](=O)(N)=NC(NC1=C2C(=NC(=C1C(F)(F)F)C)CCC2)=O (S)-1-ethyl-4-fluoro-N'-((2-methyl-3-(trifluoromethyl)-6,7-dihydro-5H-cyclopenta[b]pyridin-4-yl)carbamoyl)-1H-pyrazole-3-sulfonimidamide